N1=CNC2=NC=CC(=C21)C=2C=NN(C2)C2=CC=C(C=N2)C(CCC#N)(C(F)(F)F)O 4-(6-(4-(3H-imidazo[4,5-b]pyridin-7-yl)-1H-pyrazol-1-yl)pyridin-3-yl)-5,5,5-trifluoro-4-hydroxypentanenitrile